C(N)(=O)CNC1=NC(=CC=C1[C@@H]1CC2(CC(C2)(F)F)CCN1CC1=C2C=CN(C2=C(C=C1OC)C)C(=O)OC(C)(C)C)C(=O)OC tert-butyl 4-{[(6S)-6-{2-[(carbamoylmethyl)amino]-6-(methoxycarbonyl) pyridin-3-yl}-2,2-difluoro-7-azaspiro[3.5]nonan-7-yl] methyl}-5-methoxy-7-methylindole-1-carboxylate